N-(2-((1s,3s)-3-aminocyclobutane-1-carboxamido)ethyl)-2-ethyl-4-((3-(3-(trifluoromethyl)-1H-pyrazol-4-yl)imidazo[1,2-a]pyrazin-8-yl)amino)benzamide NC1CC(C1)C(=O)NCCNC(C1=C(C=C(C=C1)NC=1C=2N(C=CN1)C(=CN2)C=2C(=NNC2)C(F)(F)F)CC)=O